ClC1=CC(=C2C(=N1)N(N=C2)C2OCCCC2)NCCOCCCCNC(OC(C)(C)C)=O tert-butyl (4-(2-((6-chloro-1-(tetrahydro-2H-pyran-2-yl)-1H-pyrazolo[3,4-b]pyridin-4-yl)amino)ethoxy)butyl)carbamate